(S)-(3-fluoro-4-methoxyphenyl)-3-(5-(4-(5,6,7,8-tetrahydro-1,8-naphthyridin-2-yl)butyl)thiazol-2-yl)propionic acid FC=1C=C(C=CC1OC)[C@@H](C(=O)O)CC=1SC(=CN1)CCCCC1=NC=2NCCCC2C=C1